COC[C@@H]1CCCN1 The molecule is a member of the class of pyrrolidines in which the only substituent is a methoxymethyl group at position 2 (the S-enantiomer0. It is a member of pyrrolidines and an ether.